(R/S)-tert-butyl((1-((2-(4-(5-chloropyrimidin-2-yl)piperidin-1-yl)-5-oxido-6,7-dihydrothieno[3,2-d]pyrimidin-4-yl)amino)cyclobutyl)methyl-d2)carbamate C(C)(C)(C)OC(NC([2H])([2H])C1(CCC1)NC=1C2=C(N=C(N1)N1CCC(CC1)C1=NC=C(C=N1)Cl)CC[S@]2=O)=O |r|